C(C)C1=CC=C(N1)C(=O)NC1=CC(=CC=C1)OC 5-ethyl-N-(3-methoxyphenyl)-1H-pyrrole-2-carboxamide